(1-(6-chloro-1-(1-methyl-1H-indol-6-yl)-1H-indazol-3-yl)ethyl)-3-methyl-1H-pyrazolo[3,4-d]pyrimidin-4-amine ClC1=CC=C2C(=NN(C2=C1)C1=CC=C2C=CN(C2=C1)C)C(C)N1N=C(C=2C1=NC=NC2N)C